2-tridecyl oxide CC(CCCCCCCCCCC)OC(C)CCCCCCCCCCC